tert-Butyl 4-[4-[[5-[[2-chloro-6-[3-(dispiro[2.0.2.1]heptan-7-ylmethoxy)pyrazol-1-yl]pyridine-3-carbonyl]sulfamoyl]-2-pyridyl]amino]butyl]-2,2-dimethyl-pyrrolidine-1-carboxylate ClC1=NC(=CC=C1C(=O)NS(=O)(=O)C=1C=CC(=NC1)NCCCCC1CC(N(C1)C(=O)OC(C)(C)C)(C)C)N1N=C(C=C1)OCC1C2(C13CC3)CC2